N1(C=O)C(=O)N(C)C=2N=CN(C)C2C1=O caffeine-one